2-Methoxyethyl (7-chloro-5-(4-oxo-3,4-dihydrophthalazin-1-yl)-1H-benzimidazol-2-yl)carbamat ClC1=CC(=CC2=C1NC(=N2)NC(OCCOC)=O)C2=NNC(C1=CC=CC=C21)=O